ClC1=C(C(=CC(=C1)F)C(F)(F)F)C1NCCC1 2-(2-chloro-4-fluoro-6-(trifluoromethyl)phenyl)pyrrolidine